1-methyl-3-hexylimidazoline bis(trifluoromethylsulfonyl)imide salt [N-](S(=O)(=O)C(F)(F)F)S(=O)(=O)C(F)(F)F.CN1CN(CC1)CCCCCC